2,2-dithiosalicylic acid C1=CC=C(C(=C1)C(=O)O)SSC2=CC=CC=C2C(=O)O